The molecule is dianion of 5-formimidoyltetrahydrofolic acid arising from deprotonation of both carboxylic acid functions. It has a role as a human metabolite. It is a conjugate base of a 5-formimidoyltetrahydrofolic acid. C1[C@@H](N(C2=C(N1)N=C(NC2=O)N)C=N)CNC3=CC=C(C=C3)C(=O)N[C@@H](CCC(=O)[O-])C(=O)[O-]